C(CCC)OCC(C)OCC(C)=O 1-((1-butoxy-2-propyl)oxy)-2-propanone